N-(4-(2,4-Difluorophenoxy)-3-(2,6-dimethylpyridin-4-yl)phenyl)propane-2-sulfonamide FC1=C(OC2=C(C=C(C=C2)NS(=O)(=O)C(C)C)C2=CC(=NC(=C2)C)C)C=CC(=C1)F